ClC1=C(C=C(O[C@@H](C(=O)OC)CC)C=C1)C (R)-Methyl 2-(4-chloro-3-methylphenoxy)butanoate